2-(2-bromo-3-fluoropyridin-4-yl)-7-(2,2,2-trifluoroethyl)-1,5,6,7-tetrahydro-4H-pyrrolo[3,2-c]pyridin-4-one BrC1=NC=CC(=C1F)C1=CC=2C(NCC(C2N1)CC(F)(F)F)=O